ClC=1C=C(C(=NC1)OC)S(=O)(=O)NC1=C(C(=C(C=C1)F)C=1C=CC=2N(C1)C=NC2C=2NC=CN2)Cl 5-chloro-N-[2-chloro-4-fluoro-3-[1-(1H-imidazol-2-yl)imidazo[1,5-a]pyridin-6-yl]phenyl]-2-methoxypyridine-3-sulfonamide